BrC1=CC(=C(C=C1F)CC(=O)NC1=C(C=C(C(=O)OC(C)(C)C)C=C1F)N[C@@H]1COCC1(C)C)F tert-butyl 4-[[2-(4-bromo-2,5-difluoro-phenyl)acetyl]amino]-3-[[(3S)-4,4-dimethyltetrahydrofuran-3-yl]amino]-5-fluorobenzoate